perfluoro-2-methyl-3,6-dioxaheptanoic acid FC(C(=O)O)(OC(C(OC(F)(F)F)(F)F)(F)F)C(F)(F)F